(1S,3S)-3-(4-(1-Methyl-5-(((methyl(pentan-2-yl)carbamoyl)oxy)methyl)-1H-pyrazol-4-yl)phenoxy)cyclohexan CN1N=CC(=C1COC(N(C(C)CCC)C)=O)C1=CC=C(OC2CCCCC2)C=C1